N-(4-{[(3-methyloxetan-3-yl)methanesulfonyl]methyl}phenyl)-5H,6H,7H,8H-pyrido[3,4-d]pyrimidin-2-amine CC1(COC1)CS(=O)(=O)CC1=CC=C(C=C1)NC=1N=CC2=C(N1)CNCC2